6-(2-ethoxyphenyl)-3-[(2R)-2-ethyl-4-[(2S)-2-(trifluoromethyl)piperidine-1-carbonyl]piperazin-1-yl]-N-[(3S)-1-methylpyrrolidin-3-yl]pyridine-2-carboxamide C(C)OC1=C(C=CC=C1)C1=CC=C(C(=N1)C(=O)N[C@@H]1CN(CC1)C)N1[C@@H](CN(CC1)C(=O)N1[C@@H](CCCC1)C(F)(F)F)CC